N-[(3S,4S)-1,3-Dimethyl-4-piperidyl]-6-[3-(5-fluoro-2-methoxy-4-methylsulfonyl-anilino)prop-1-ynyl]-1-(2,2,2-trifluoroethyl)benzimidazole-4-carboxamide CN1C[C@@H]([C@H](CC1)NC(=O)C1=CC(=CC=2N(C=NC21)CC(F)(F)F)C#CCNC2=C(C=C(C(=C2)F)S(=O)(=O)C)OC)C